hexadiene-4-carboxylic acid Cyclopropoxycarbonyloxymethyl ester C1(CC1)OC(=O)OCOC(=O)C(=CC=C)CC